N-(6-(2H-1,2,3-triazol-2-yl)-5-(trifluoromethyl)pyridin-3-yl)-2-chloro-5-fluoro-4-(1H-indol-7-yl)benzamide N=1N(N=CC1)C1=C(C=C(C=N1)NC(C1=C(C=C(C(=C1)F)C=1C=CC=C2C=CNC12)Cl)=O)C(F)(F)F